N1(CC1)CCC(=O)OCC(OC(CCN1CC1)=O)COC(CCN1CC1)=O glycerol-tris[3-(1-aziridinyl) propionate]